3-(5-amino-8-(2,6-dimethylpyridin-4-yl)-3-oxo-7-phenyl-[1,2,4]triazolo[4,3-c]pyrimidin-2(3H)-yl)piperidine-1-carboxylic acid tert-butyl ester C(C)(C)(C)OC(=O)N1CC(CCC1)N1N=C2N(C(=NC(=C2C2=CC(=NC(=C2)C)C)C2=CC=CC=C2)N)C1=O